COC1=CC=C(COC2=NN(C=C2CN)C2OCCCC2)C=C1 (3-((4-methoxybenzyl)oxy)-1-(tetrahydro-2H-pyran-2-yl)-1H-pyrazol-4-yl)methylamine